Methyl (3R)-3-[4-[[(3,4-difluorobenzoyl)amino]methyl]triazol-1-yl]-4-(1-naphthyl)butanoate FC=1C=C(C(=O)NCC=2N=NN(C2)[C@@H](CC(=O)OC)CC2=CC=CC3=CC=CC=C23)C=CC1F